2,4-HEXADIENOIC ACID C(C=CC=CC)(=O)O